C(C)(C)(C)OC(=O)N1CC=2N(CC1)N=C(C2)C2=C(C1=C(C(=N2)N2CCC3(COC3)CC2)C=CS1)C1=C(C=C(C=C1)F)OCCOC 2-[7-[4-fluoro-2-(2-methoxyethoxy)phenyl]-4-(2-oxa-7-azaspiro[3.5]nonan-7-yl)thieno[3,2-c]pyridin-6-yl]-6,7-dihydro-4H-pyrazolo[1,5-a]pyrazine-5-carboxylic acid tert-butyl ester